3-((1-(5-amino-2-benzylpentanoyl)-4-hydroxypiperidin-4-yl)methyl)-7-nitroquinazolin-4(3H)-one NCCCC(C(=O)N1CCC(CC1)(O)CN1C=NC2=CC(=CC=C2C1=O)[N+](=O)[O-])CC1=CC=CC=C1